O=C1NC(CCC1N1C(C2=CC=CC(=C2C1)NC1CCC(CC1)C(=O)NC)=O)=O (1R,4R)-4-((2-(2,6-Dioxopiperidin-3-yl)-1-oxoisoindolin-4-yl)amino)-N-methylcyclohexane-1-carboxamide